C(C(C)(C)C)OS(=O)(=O)C1=CC=C(C=C)C=C1 4-styrenesulfonic acid neopentyl ester